8-methoxy-4,4-dimethylchromane-6-carbaldehyde COC=1C=C(C=C2C(CCOC12)(C)C)C=O